BrC=1SC(=C2NCC(CC21)(F)F)C(=O)OC methyl 5-bromo-3,3-difluoro-1,2,3,4-tetrahydrothieno[3,4-b]pyridine-7-carboxylate